6-(1H-indol-3-yl)-4-(methylthio)pyridin-2-amine N1C=C(C2=CC=CC=C12)C1=CC(=CC(=N1)N)SC